1-methyl-4-isopropenyl-6-cyclohexene CC=1CCC(CC1)C(=C)C